5-((4-chlorophenyl)amino)-2,3-dioxo-2,3-dihydro-1H-pyrrolo[3,2-c]isoquinoline-7-carboxylic acid ClC1=CC=C(C=C1)NC1=NC2=C(C=3C=CC(=CC13)C(=O)O)NC(C2=O)=O